methyl 4-bromo-2-methyl-3-nitrobenzoate BrC1=C(C(=C(C(=O)OC)C=C1)C)[N+](=O)[O-]